CN1C(=CC=C1)[C@H](OC1=NC(=NC(=C1C1=CC=CC=C1)O[C@H](C1=CC=CC2=CC=CC=C12)C=1N(C=CC1)C)C1=CC=CC=C1)C1=CC=CC2=CC=CC=C12 4,6-Bis((R)-((S)-1-methyl-2-pyrrolyl)(1-naphthyl)methoxy)-2,5-diphenylpyrimidine